[4-Cyano-1-methyl-3-[[1-[(2-methylpropan-2-yl)oxycarbonylamino]cyclopropyl]methoxy]-6,7-dihydro-5H-cyclopenta[c]pyridin-6-yl]methyl 4-methylbenzenesulfonate CC1=CC=C(C=C1)S(=O)(=O)OCC1CC2=C(C(=NC(=C2C#N)OCC2(CC2)NC(=O)OC(C)(C)C)C)C1